tert-butyl-((8-fluoro-3-(2-isopropoxyphenyl)-4-oxo-3,4-dihydro-quinazolin-2-yl) (methyl) amino)-2-azaspiro[3.3]heptane-2-carboxylate C(C)(C)(C)C1(N(CC12CCC2)C(=O)[O-])N(C)C2=NC1=C(C=CC=C1C(N2C2=C(C=CC=C2)OC(C)C)=O)F